N1(CCCC1)CCOC1=CC=C(C=C1)NC1CCN(CC1)C(=O)OC(C)(C)C tert-butyl 4-((4-(2-(pyrrolidin-1-yl)ethoxy)phenyl)amino)piperidine-1-carboxylate